C1N(CCC12CCNCC2)C=2C=C(C=CC2)N2C=CC1=C(C=CC(=C21)C)F N-(3-(2,8-diazaspiro[4.5]decan-2-yl)phenyl)-4-fluoro-7-methyl-1H-indole